ClC1(CC(=C(C=C1)C1=NOC(=C1C(O)C=1C=NC=CC1)C1=C(C=C(C=C1)F)F)F)F [3-(4-chloro-2,4-difluorophenyl)-5-(2,4-difluorophenyl)-1,2-oxazol-4-yl](pyridin-3-yl)methanol